ClC=1C(=C(C=CC1Cl)OC1=C(C(=C(C=C1)Cl)Cl)I)I 3,4-dichloro-2-iodophenyl ether